ClC=1C=C(C=CC1)C#C\C=C/1\C(CN(CC1)C(=O)C1=NN2C(C=CC=C2)=N1)(C)C {(4E)-4-[3-(3-chlorophenyl)prop-2-yn-1-ylidene]-3,3-dimethylpiperidin-1-yl}([1,2,4]triazolo[1,5-a]pyridin-2-yl)methanone